7-(xylylamino)coumarin C1(=C(C(=CC=C1)C)C)NC1=CC=C2C=CC(OC2=C1)=O